BrC1=C(C=2C=[N+]([B-](C2C=C1)(Br)Br)C(C)(C)C)C 3,7,7-tribromo-8-tert-butyl-2-methyl-8-azonia-7-boranuidabicyclo[4.3.0]nona-1(6),2,4,8-tetraene